CC1(CCC(O1)C1=C(C=C(C=C1)F)C(C(=O)O)N1C[C@@H](CC1)OCCCCC1=NC=2NCCCC2C=C1)C 2-(2-(5,5-Dimethyltetrahydrofuran-2-yl)-5-fluorophenyl)-2-((R)-3-(4-(5,6,7,8-tetrahydro-1,8-naphthyridin-2-yl)butoxy)pyrrolidin-1-yl)acetic acid